(S,E)-methyl 7-(1-(2-((1S,2R,4R)-bicyclo[2.2.1]heptan-2-ylamino)-2-oxoethyl)-2-oxo-1,2-dihydropyridin-3-ylamino)-6-(1-methyl-1H-pyrazole-5-carboxamido)-7-oxohept-2-enoate [C@H]12[C@@H](C[C@H](CC1)C2)NC(CN2C(C(=CC=C2)NC([C@H](CC/C=C/C(=O)OC)NC(=O)C2=CC=NN2C)=O)=O)=O